N1-Methyl-N1-[(1r,4r)-4-(methanesulfonylmethyl)cyclohexyl]benzene-1,3-diamine CN(C1=CC(=CC=C1)N)C1CCC(CC1)CS(=O)(=O)C